CC1=C(C(=O)OC/C=C(/CCC=C(CC)C)\C)C=CC=C1 methyl-geraniol (methyl benzoate)